O=C1C(=CN=C(N1CC(=O)OC)C1=CC=CC=C1)NC(C1=CC=C(C=C1)C=1SC=CN1)=O methyl 2-(6-oxo-2-phenyl-5-(4-(thiazol-2-yl)benzamido)pyrimidin-1(6H)-yl)acetate